5-bromo-3-(ethylthio)pyridine-2-carboxylic acid BrC=1C=C(C(=NC1)C(=O)O)SCC